FC(C(=O)[O-])(F)F.N1C=[NH+]C2=C1C=CC=C2 1,3-benzodiazol-3-ium trifluoroacetate